O=C1C(CC12CN(CC2)COCC[Si](C)(C)C)C(=O)O oxo-6-((2-(trimethylsilyl)ethoxy)methyl)-6-azaspiro[3.4]octane-2-carboxylic acid